ClC=1C=C(C(=NC1)N1CC(N(C2(CC(C2)C(=O)N(C)C)C1=O)CC1=CC=C(C=C1)Cl)=O)F (2r,4r)-8-(5-chloro-3-fluoro-pyridin-2-yl)-5-(4-chloro-benzyl)-N,N-dimethyl-6,9-dioxo-5,8-diazaspiro[3.5]-nonane-2-carboxamide